NC([C@H](CO)NC(=O)C1=C(SC2=C1C=C(C=C2)OCC=2C(=NC=CC2)OC)C)=O N-[(1S)-2-amino-1-(hydroxymethyl)-2-oxo-ethyl]-5-[(2-methoxy-3-pyridyl)methoxy]-2-methyl-benzothiophene-3-carboxamide